C(#N)C1=NN(C=C1C(=O)N)C(F)F 3-cyano-1-(difluoromethyl)-1H-pyrazole-4-carboxamide